OCC1=CN=C(S1)NC1=NC(=C2C=CC=NC2=C1)NC1CC2CCC(C1)N2C(CN2CCCCC2)=O 1-((3-Exo)-3-((7-((5-(hydroxymethyl)thiazol-2-yl)amino)-1,6-naphthyridin-5-yl)amino)-8-azabicyclo[3.2.1]oct-8-yl)-2-(piperidin-1-yl)ethan-1-one